Cl.Cl.NC(CCN(C(CCCC(=O)O)=O)CCCCCCCC(C)N)C 5-((3-aminobutyl) (8-aminononyl)amino)-5-oxopentanoate dihydrochloride